(R)-8-amino-2-(3-((3-hydroxy-1-methyl-2-oxopyrrolidin-3-yl)ethynyl)phenyl)pyrido[3,4-d]pyrimidine-5-carbonitrile trifluoroacetate FC(C(=O)O)(F)F.NC1=NC=C(C2=C1N=C(N=C2)C2=CC(=CC=C2)C#C[C@]2(C(N(CC2)C)=O)O)C#N